tetra(4-hydroxyphenyl)-methane OC1=CC=C(C=C1)C(C1=CC=C(C=C1)O)(C1=CC=C(C=C1)O)C1=CC=C(C=C1)O